CCCC=CC=CC=CCCCC=CC Pentadecane-4,6,8,13-tetraene